C(C)NC(=O)[C@H]1O[C@H]([C@@H]([C@@H]1O)O)N1C2=NC(=NC(=C2N=C1)NC)C1=C(C=CC=C1)OC (2s,3s,4r,5r)-N-ethyl-3,4-dihydroxy-5-(2-(2-methoxyphenyl)-6-(methylamino)-9H-purin-9-yl)tetrahydrofuran-2-carboxamide